3-(8-(3-Fluorophenyl)-2-imino-3-methyl-2,3-dihydro-1H-imidazo[4,5-c]quinolin-1-yl)-4-methylbenzonitrile FC=1C=C(C=CC1)C1=CC=2C3=C(C=NC2C=C1)N(C(N3C=3C=C(C#N)C=CC3C)=N)C